C(C)(C)(CC)C1=CC(=C(C=C1)O)C(C1=CC=CC=C1)C 4-tert-pentyl-2-(α-methylbenzyl)phenol